(R)-8-(1-aminoethyl)-3-cyclopropyl-6-fluoro-2-(4-methyltetrahydro-2H-pyran-4-yl)quinazolin-4(3H)-one N[C@H](C)C=1C=C(C=C2C(N(C(=NC12)C1(CCOCC1)C)C1CC1)=O)F